3-[(3R)-3-amino-4-(3,5-difluorophenyl)butanoyl]-3-azabicyclo[2.2.1]heptane-2-carbonitrile N[C@@H](CC(=O)N1C(C2CCC1C2)C#N)CC2=CC(=CC(=C2)F)F